COC(CCCC(C)C1=C(C=C(C=C1F)C=1C(=NC=CC1)O)F)=O 5-[2,6-difluoro-4-(2-hydroxy-3-pyridinyl)phenyl]Caproic acid methyl ester